BrC1=CC=C(OCC2N[C@H](COC2)C(C)C)C=C1 (5S)-3-((4-bromophenoxy)methyl)-5-isopropylmorpholine